heptadecan-9-yl 8-((6-(2-(1,4-dimethylpiperazin-2-yl)acetamido)-2-hydroxyhexyl)(6-oxo-6-(undecyloxy)hexyl)amino)octanoate CN1C(CN(CC1)C)CC(=O)NCCCCC(CN(CCCCCCCC(=O)OC(CCCCCCCC)CCCCCCCC)CCCCCC(OCCCCCCCCCCC)=O)O